1,1-dimethylethyl 5-[[2-[3-[2-[(1-methylethyl)amino]-2-oxoethoxy]-phenyl]4-quinazolinyl]amino]-1H-indazole-1-carboxylate CC(C)NC(COC=1C=C(C=CC1)C1=NC2=CC=CC=C2C(=N1)NC=1C=C2C=NN(C2=CC1)C(=O)OC(C)(C)C)=O